2-((S)-4-((R)-4-chloro-2'-((1-methyl-1H-imidazol-4-yl)methoxy)-2,3,5',8'-tetrahydro-6'H-spiro[indene-1,7'-quinazolin]-4'-yl)-1-(2-fluoroacryloyl)piperazin-2-yl)acetonitrile ClC1=C2CC[C@@]3(CCC=4C(=NC(=NC4C3)OCC=3N=CN(C3)C)N3C[C@@H](N(CC3)C(C(=C)F)=O)CC#N)C2=CC=C1